5-((3-(8-(((3S,4R)-3-fluoro-1-methylpiperidin-4-yl)amino)-3-(2,2,2-trifluoroethyl)indolizin-2-yl)prop-2-yn-1-yl)amino)-6-methoxy-N-(methyl-d3)picolinamide F[C@H]1CN(CC[C@H]1NC1=CC=CN2C(=C(C=C12)C#CCNC=1C=CC(=NC1OC)C(=O)NC([2H])([2H])[2H])CC(F)(F)F)C